3-((1-(2',7'-dimethyl-1'-oxo-1,1',3,4'-tetrahydro-2'H-spiro[indene-2,3'-isoquinolin]-5'-yl)ethyl)amino)-6-methylpicolinic acid CN1C(C2=CC(=CC(=C2CC12CC1=CC=CC=C1C2)C(C)NC=2C(=NC(=CC2)C)C(=O)O)C)=O